C(#N)C1=C(C=CC=C1)C(C(C)C=1N(C(C(=C(N1)C(=O)OCC)OC)=O)C)C=1C=NN(C1)CCOC ethyl 2-[1-(2-cyanophenyl)-1-[1-(2-methoxyethyl)pyrazol-4-yl]propan-2-yl]-5-methoxy-1-methyl-6-oxopyrimidine-4-carboxylate